C1(=CC=CC=C1)C1=NC(=CC(=N1)C=1C(=C(C#N)C(=C(C1N1C2=C(C=3C=CC=CC13)C=NC=C2)N2C1=C(C=3C=CC=CC23)C=NC=C1)N1C2=C(C=3C=CC=CC13)C=NC=C2)N2C1=C(C=3C=CC=CC23)C=NC=C1)C1=CC=CC=C1 3-(2,6-diphenylpyrimidin-4-yl)-2,4,5,6-tetrakis(5H-pyrido[4,3-b]indol-5-yl)benzonitrile